C(C)(C)(C)OC(=O)N1CC(C1)(F)COC(=O)N1[C@H]2CC(C[C@@H]1CC2)NC2=CC(=NC=1N2N=CC1C(C)C)C1CC1 (1R,3s,5S)-3-((5-cyclopropyl-3-isopropylpyrazolo[1,5-a]pyrimidin-7-yl)amino)-8-azabicyclo[3.2.1]octane-8-carboxylic acid (1-(tert-butyloxycarbonyl)-3-fluoroazetidine-3-yl)methyl ester